methyl (2-((2-(2-cyano-4-(4-oxo-3,5,7,8-tetrahydro-4H-thiopyrano[4,3-d]pyrimidin-2-yl)phenyl)propan-2-yl)oxy)ethyl)carbamate C(#N)C1=C(C=CC(=C1)C=1NC(C2=C(N1)CCSC2)=O)C(C)(C)OCCNC(OC)=O